5-(3-(1-(Cyclopentylmethyl)-1H-pyrazol-4-yl)-6-methylpyridin-2-yl)-2-methylbenzo[d]oxazol C1(CCCC1)CN1N=CC(=C1)C=1C(=NC(=CC1)C)C=1C=CC2=C(N=C(O2)C)C1